CC1=C(C=C(C=C1)NC(=O)C1=NC(=NC=C1)C(F)(F)F)C1=CC2=C(N=C(N=C2)NC)N2C1=NCC2 N-(4-methyl-3-(2-(methylamino)-8,9-dihydroimidazo[1',2':1,6]pyrido[2,3-d]pyrimidin-6-yl)phenyl)-2-(trifluoromethyl)pyrimidine-4-carboxamide